N1C2C(CCC1)CNC2 octahydro-pyrrolo[3,4-b]pyridine